trans-4-(trans-4'-n-propylcyclohexyl)cyclohexanol C(CC)[C@@H]1CC[C@H](CC1)[C@@H]1CC[C@H](CC1)O